tert-Butyl (4-(6-chloro-3-cyano-4-((S)-3-(cyanomethyl)piperazin-1-yl)-8-fluoroquinolin-7-yl)-7-fluorobenzo[d]thiazol-2-yl)carbamate ClC=1C=C2C(=C(C=NC2=C(C1C1=CC=C(C2=C1N=C(S2)NC(OC(C)(C)C)=O)F)F)C#N)N2C[C@@H](NCC2)CC#N